3-[4-[(1R,4R)-2-oxa-5-azabicyclo[2.2.1]heptan-5-yl]anilino]pyrazine-2-carboxamide [C@H]12OC[C@H](N(C1)C1=CC=C(NC=3C(=NC=CN3)C(=O)N)C=C1)C2